3,8-dimesityl-1,10-phenanthroline C1(=C(C(=CC(=C1)C)C)C=1C=NC2=C3N=CC(=CC3=CC=C2C1)C1=C(C=C(C=C1C)C)C)C